1-(2-bromo-4-fluorophenyl)-5-(trifluoromethyl)-1H-pyrazole-4-carboxylic acid ethyl ester C(C)OC(=O)C=1C=NN(C1C(F)(F)F)C1=C(C=C(C=C1)F)Br